benzo[b]thiophen-3-ylmethyl bromide S1C2=C(C(=C1)CBr)C=CC=C2